FC1=C(C(=CC=C1)F)CN1C(C(CC1=O)C1=CC=CC=C1)CC(=O)NS(=O)(=O)C 2-[1-[(2,6-difluorophenyl)methyl]-5-oxo-3-phenylpyrrolidin-2-yl]-N-methylsulfonylacetamid